CN1N=CC2=C1C(N(N=C2C)CC(=O)N[C@@H](C)C2=CC=C(C=C2)C)=O (S)-2-(1,4-Dimethyl-7-oxo-1,7-dihydro-6H-pyrazolo[3,4-d]pyridazin-6-yl)-N-(1-(p-tolyl)ethyl)-acetamid